2-(1-methyl-2-oxo-2,3-dihydro-1H-pyrido[2,3-b][1,4]thiazin-3-yl)-N-(pyridin-4-ylmethyl)acetamide CN1C2=C(SC(C1=O)CC(=O)NCC1=CC=NC=C1)N=CC=C2